(((4,5-difluoro-1,2-phenylene)bis(ethane-2,1-diyl))bis(oxy))bis(tetrahydro-2H-pyran) FC1=CC(=C(C=C1F)CCOC1OCCCC1)CCOC1OCCCC1